Furan-4-yl-lithium O1C=CC(=C1)[Li]